C(C(C)C)C=1C=C(C(=C(C1)N1CCN(CC1)CC=1N=NC=CC1)C=1N=NNN1)C 3-[[4-[5-isobutyl-3-methyl-2-(2H-tetrazol-5-yl)phenyl]piperazin-1-yl]methyl]pyridazine